COC=1C=C2CC(CC2=CC1)N 5-methoxy-2-aminoindan